N1CCCC2=CC=CC=C12 racemic-tetrahydroquinoline